tetrapropyl-λ5-bismuthanyloxy(tetrapropyl)-λ5-bismuthane C(CC)[Bi](O[Bi](CCC)(CCC)(CCC)CCC)(CCC)(CCC)CCC